5H-phenophosphazinin-10-oxid C1=CC=CC=2NC3=CC=CC=C3P(C12)=O